tert-Butyl 4-(7-chloro-6-(4-chlorophenyl)quinazolin-4-yl)piperazine-1-carboxylate ClC1=C(C=C2C(=NC=NC2=C1)N1CCN(CC1)C(=O)OC(C)(C)C)C1=CC=C(C=C1)Cl